(2R,3S)-4-Bromo-5-chloro-6-fluoro-3-(methoxymethoxy)-2-phenyl-2,3-dihydrobenzofuran-2-carbaldehyde BrC1=C(C(=CC2=C1[C@@H]([C@@](O2)(C=O)C2=CC=CC=C2)OCOC)F)Cl